(3β,5Z,7E)-9,10-secocholesta-5,7,10(19)-trien-3-ol C[C@H](CCCC(C)C)[C@H]1CC[C@@H]\2[C@@]1(CCC/C2=C\C=C/3\C[C@H](CCC3=C)O)C